(S)-((1S)-2,2-difluorocyclobutyl)(6-(2-methyl-2H-pyrazolo[3,4-b]pyridin-5-yl)thieno[2,3-b]pyridin-2-yl)methanol FC1([C@@H](CC1)[C@H](O)C1=CC=2C(=NC(=CC2)C2=CC=3C(N=C2)=NN(C3)C)S1)F